ethyl 3-[[5-(4-bromophenyl)tetrazol-2-yl]methyl]-1H-pyrazole-5-carboxylate BrC1=CC=C(C=C1)C=1N=NN(N1)CC1=NNC(=C1)C(=O)OCC